Cl.[Cl] chlorine, hydrochloride